(6R,8S)-N-(5-chloro-6-(5-fluoropyrimidin-4-yl)pyridin-3-yl)-8-(1-(difluoromethyl)-1H-pyrazol-4-yl)-2-fluoro-8-methyl-7,8-dihydro-6H-cyclopenta[e]pyrazolo[1,5-a]pyrimidine-6-carboxamide ClC=1C=C(C=NC1C1=NC=NC=C1F)NC(=O)[C@@H]1C[C@@](C2=C1C=NC=1N2N=C(C1)F)(C)C=1C=NN(C1)C(F)F